COC(=O)C=1SC=C(C1NC(C[N+](C)(C)CC(=O)NC1=C(SC=C1C)C(=O)OC)=O)C 2-((2-(methoxycarbonyl)-4-methylthiophen-3-yl)amino)-N-(2-((2-(methoxycarbonyl)-4-methylthiophen-3-yl)amino)-2-oxoethyl)-N,N-dimethyl-2-oxoethan-1-aminium